CC(CN(CCC(C1=CC=CC=C1)C1=CC=CC=C1)C)(C)O 2,N-dimethyl-N-(3,3-diphenyl-propyl)-1-amino-2-propanol